bis[bis(3,5-ditrifluoromethylphenyl)phosphino]methane FC(C=1C=C(C=C(C1)C(F)(F)F)P(C1=CC(=CC(=C1)C(F)(F)F)C(F)(F)F)CP(C1=CC(=CC(=C1)C(F)(F)F)C(F)(F)F)C1=CC(=CC(=C1)C(F)(F)F)C(F)(F)F)(F)F